N-(3-chlorophenyl)-N-(2-fluoro-4-(5-(trifluoromethyl)-1,3,4-oxadiazol-2-yl)benzyl)methanesulfonamide ClC=1C=C(C=CC1)N(S(=O)(=O)C)CC1=C(C=C(C=C1)C=1OC(=NN1)C(F)(F)F)F